trans-4-((5-fluoro-4-(3-(2-oxopyridin-1(2H)-yl)phenyl)pyrimidin-2-yl)amino)cyclohexane-1-carboxylic acid FC=1C(=NC(=NC1)N[C@@H]1CC[C@H](CC1)C(=O)O)C1=CC(=CC=C1)N1C(C=CC=C1)=O